1-(2-chloro-6-fluoro-phenyl)-3-{3-fluoro-4-[7-(5-methyl-1H-imidazol-2-yl)-1-oxo-2,3-dihydro-1H-isoindol-4-yl]-phenyl}-urea ClC1=C(C(=CC=C1)F)NC(=O)NC1=CC(=C(C=C1)C1=C2CNC(C2=C(C=C1)C=1NC(=CN1)C)=O)F